3-(2-((6-chloro-5-iodopyrimidin-4-yl)amino)acetamido)pyrrolidine-1-carboxylic acid tert-butyl ester C(C)(C)(C)OC(=O)N1CC(CC1)NC(CNC1=NC=NC(=C1I)Cl)=O